(1-((2-(Trimethylsilyl)ethoxy)methyl)-1H-pyrazol-3-yl)methane-d2-amine C[Si](CCOCN1N=C(C=C1)C(N)([2H])[2H])(C)C